trans-4-(3-(3-((dimethylamino)methyl)styryl)-1H-indazol-6-yl)-N-methylpyrimidin-2-amine CN(C)CC=1C=C(/C=C/C2=NNC3=CC(=CC=C23)C2=NC(=NC=C2)NC)C=CC1